Nα-((S)-5-(tert-butoxy)-2-((tert-butoxycarbonyl)amino)-5-oxopentanoyl)-1-methyl-D-tryptophan C(C)(C)(C)OC(CC[C@@H](C(=O)N[C@H](CC1=CN(C2=CC=CC=C12)C)C(=O)O)NC(=O)OC(C)(C)C)=O